NC1=C(C=CC=C1OC)C(C(=C)C)=O 1-(2-amino-3-methoxyphenyl)-2-methylpropan-2-en-1-one